COC(=O)C1=NC(=C(N=C1)N[C@H]1[C@@H](CNCC1)CC)CC1=CC=C(C=C1)F 5-((Trans-3-ethylpiperidin-4-yl)amino)-6-(4-fluorophenylmethyl)pyrazine-2-carboxylic acid methyl ester